4-(prop-2-yl)-1,3-oxazolidin-2-one CC(C)C1NC(OC1)=O